Bis-[4-(2,3-epoxypropoxy)phenyl]propane C(C1CO1)OC1=CC=C(C=C1)C(C)(C)C1=CC=C(C=C1)OCC1CO1